(2S)-2-(aminomethyl)-4,4-difluoro-pyrrolidine-1-carboxylic acid tert-butyl ester C(C)(C)(C)OC(=O)N1[C@@H](CC(C1)(F)F)CN